N-(2-Isopropyl-4-oxo-4H-quinazolin-3-yl)-2-(4-trifluoromethyl-phenyl)-propionamide C(C)(C)C1=NC2=CC=CC=C2C(N1NC(C(C)C1=CC=C(C=C1)C(F)(F)F)=O)=O